C(C)(C)(C)C=1C=C(C=C(C1O)C(C)(C)C)C(C(=O)N)(C)C1=CC(=C(C(=C1)C(C)(C)C)O)C(C)(C)C bis(3',5'-di-tert-butyl-4'-hydroxyphenyl)propionamide